diIsopropyl-dichlorosilane dimethyl-(4-(3-(methylamino)-6-p-tolylpyrazine-2-carboxamido)phenylsulfonyl)methylphosphonate COP(OC)(=O)CS(=O)(=O)C1=CC=C(C=C1)NC(=O)C1=NC(=CN=C1NC)C1=CC=C(C=C1)C.C(C)(C)[Si](Cl)(Cl)C(C)C